bis(1,2-epithioethyl) disulfide C1(CS1)SSC1CS1